1-benzyl-N-[2-(1-hydroxy-1-methyl-ethyl)-4-methyl-5-oxo-7,8-dihydro-6H-pyrazolo[1,5-a][1,3]diazepin-6-yl]-1,2,4-triazole-3-carboxamide C(C1=CC=CC=C1)N1N=C(N=C1)C(=O)NC1C(N(C=2N(CC1)N=C(C2)C(C)(C)O)C)=O